(2S,4R)-1-[(2S)-2-(4-cyclopropyltriazol-1-yl)-3,3-dimethyl-butanoyl]-N-(1,3-dimethylpyrrolidin-3-yl)-4-hydroxy-pyrrolidine-2-carboxamide C1(CC1)C=1N=NN(C1)[C@H](C(=O)N1[C@@H](C[C@H](C1)O)C(=O)NC1(CN(CC1)C)C)C(C)(C)C